(4-fluorophenyl)-N-(4-methyl-3-((3-methyl-4-thioxo-3,4-dihydroquinazolin-6-yl)amino)phenyl)-5-(methylsulfinyl)-1H-pyrazole-3-carboxamide FC1=CC=C(C=C1)N1N=C(C=C1S(=O)C)C(=O)NC1=CC(=C(C=C1)C)NC=1C=C2C(N(C=NC2=CC1)C)=S